2,11-dimethyl-octadecenoic acid CC(C(=O)O)=CCCCCCCCC(CCCCCCC)C